2-fluoro-N-(3-methyl-4-(4,4,5,5-tetramethyl-1,3,2-dioxaborolan-2-yl)phenyl)acrylamide FC(C(=O)NC1=CC(=C(C=C1)B1OC(C(O1)(C)C)(C)C)C)=C